C(#N)N1C(CCCC1)C(=O)O 1-cyanopipecolic acid